(4-((2-(2-oxa-7-azaspiro[4.4]nonan-7-yl)pyrimidin-5-yl)oxy)-3-methylphenyl)-3-methoxybicyclo[1.1.1]pentane-1-carboxamide C1OCCC12CN(CC2)C2=NC=C(C=N2)OC2=C(C=C(C=C2)C2C1(CC2(C1)OC)C(=O)N)C